(3-CHLORO-4-FORMYL-PHENYL)-CARBAMIC ACID TERT-BUTYL ESTER C(C)(C)(C)OC(NC1=CC(=C(C=C1)C=O)Cl)=O